5-methoxy-N-(6-methoxypyridin-3-yl)-1,8,10-triazatricyclo[7.4.0.02,7]trideca-2(7),3,5,8,10,12-hexaene-11-carboxamide COC=1C=CC=2N3C=CC(=NC3=NC2C1)C(=O)NC=1C=NC(=CC1)OC